ALLYL 2-FUROATE O1C(=CC=C1)C(=O)OCC=C